CN1C[C@@H]2C([C@@H]2C1)N (1R,5S,6s)-3-methyl-3-azabicyclo[3.1.0]Hexane-6-amine